C1=NC=C(C2=CC=CC=C12)N1C(N(C[C@@H]1C#N)C=1C=NC=C(C1)C(F)(F)F)=O (R)-3-(isoquinolin-4-yl)-2-oxo-1-(5-(trifluoromethyl)pyridin-3-yl)imidazoline-4-carbonitrile